CC(C(=O)OCCN(C)C)=C 2-(dimethylamino)ethyl 2-methylprop-2-enoate